3-(piperazin-1-yl)-N-(6-(trifluoromethyl)pyridin-3-yl)pyridin-2-amine N1(CCNCC1)C=1C(=NC=CC1)NC=1C=NC(=CC1)C(F)(F)F